N-[2-[[7-fluoro-2-[[2-[2-oxo-3-(3-oxo-4H-pyrazino[2,3-b][1,4]oxazin-6-yl)-1,3-oxazolidin-5-yl]ethylamino]methyl]-2,3-dihydro-1H-inden-5-yl]oxy]ethyl]-N-methylmethanesulfonamide FC=1C=C(C=C2CC(CC12)CNCCC1CN(C(O1)=O)C1=NC2=C(OCC(N2)=O)N=C1)OCCN(S(=O)(=O)C)C